C(CCC\C=C/CC)OC(CCCC(=O)OCCCCCCN(CCO)CCCCCCCOC(CCC(OCCCC\C=C/CC)OCCCC\C=C/CC)=O)OCCCC\C=C/CC 6-((7-((4,4-bis(((Z)-oct-5-en-1-yl)oxy)butanoyl)oxy)heptyl)(2-hydroxyethyl)amino)hexyl 5,5-bis(((Z)-oct-5-en-1-yl)oxy)pentanoate